5-(4-((3-ethyl-2,4-dioxo-1,2,3,4-tetrahydroquinazolin-7-yl)methyl)piperazin-1-yl)-6-ethyl-N-methylpicolinamide C(C)N1C(NC2=CC(=CC=C2C1=O)CN1CCN(CC1)C=1C=CC(=NC1CC)C(=O)NC)=O